N-(2-(5-(2-((8-chloro-6-(trifluoromethyl)-[1,2,4]triazolo[4,3-a]pyridin-3-yl)thio)acetyl)thiophen-2-yl)ethyl)methanesulfonamide ClC=1C=2N(C=C(C1)C(F)(F)F)C(=NN2)SCC(=O)C2=CC=C(S2)CCNS(=O)(=O)C